(S)-N-((5-chloro-6-((3-methylisoxazol-5-yl)methoxy)-1H-indol-2-yl)methyl)-1,4-dioxane-2-carboxamide ClC=1C=C2C=C(NC2=CC1OCC1=CC(=NO1)C)CNC(=O)[C@H]1OCCOC1